CC1=NC(=CC=C1S(=O)(=O)N1CCC2(CC(C2)N2CC(C2)O)CC1)C(F)(F)F 1-(7-((2-methyl-6-(trifluoromethyl)pyridin-3-yl)sulfonyl)-7-azaspiro[3.5]nonan-2-yl)azetidin-3-ol